CN([P@@](OC[C@H]1O[C@H](C[C@@H]1O[Si](C)(C)C(C)(C)C)N1C=2N=C(NC(C2N=C1)=O)NC(C(C)C)=O)(=O)Cl)C ((2R,3S,5R)-3-((tert-butyldimethylsilyl)oxy)-5-(2-isobutyramido-6-oxo-1,6-dihydro-9H-purin-9-yl)tetrahydrofuran-2-yl)methyl (S)-dimethylphosphoramidochloridate